FC(C1=CC(=CC(=N1)C(=O)O)C=1C=NC=CC1C)F 6'-(Difluoromethyl)-4-methyl-[3,4'-bipyridine]-2'-carboxylic acid